C[C@@H]1NC(C2N(CCN(C2)C(=O)OCC2=CC=CC=C2)C1=O)=O benzyl (7S)-7-methyl-6,9-dioxooctahydro-2H-pyrazino[1,2-a]pyrazine-2-carboxylate